(5-fluoro-2-methoxyphenyl)-1-propanol FC=1C=CC(=C(C1)C(CC)O)OC